2-(((1R)-1-(2-cyano-3-(3,3-difluoro-8-azabicyclo[3.2.1]octan-8-yl)-7-methylquinoxalin-5-yl)ethyl)amino)benzoic acid C(#N)C1=NC2=CC(=CC(=C2N=C1N1C2CC(CC1CC2)(F)F)[C@@H](C)NC2=C(C(=O)O)C=CC=C2)C